ClC1=NC=C(C(=N1)NC1CCCC1)[N+](=O)[O-] 2-Chloro-N-cyclopentyl-5-nitropyrimidin-4-amine